2-(((2r,3r,4s,5r)-5-(6-amino-2-azido-9H-purin-9-yl)-4-fluoro-3-hydroxytetrahydrofuran-2-yl)methoxy)-2-(3-cyanobenzyl)malonic acid NC1=C2N=CN(C2=NC(=N1)N=[N+]=[N-])[C@H]1[C@H]([C@@H]([C@H](O1)COC(C(=O)O)(C(=O)O)CC1=CC(=CC=C1)C#N)O)F